COC1=C(C=CC=C1)C1C(C)(C=CC=C1)S(=O)(=O)N 2-(2-methoxyphenyl)-1-toluenesulfonamide